N-(2-aminoethyl)-N-dodecyl-1,2-ethylenediamine NCCN(CCN)CCCCCCCCCCCC